3-chloro-5,6-difluoro-N-methyl-9H-pyrido[2,3-b]Indol-8-amine ClC1=CC2=C(NC3=C(C=C(C(=C23)F)F)NC)N=C1